O[C@@]1([C@@H](CC[C@H](C1)C)C(C)C)C(=O)NCC(=O)OCC1=CC=CC=C1 benzyl 2-[[(1S,2S,5R)-1-hydroxy-2-isopropyl-5-methyl-cyclohexanecarbonyl] amino]acetate